O=C(CNC(C)=O)N1CC=2N=C(N=C(C2C1)C1=NN(C=C1)CC=1C=NC=CC1)C1=CC=CC=C1 N-(2-oxo-2-(2-phenyl-4-(1-(pyridin-3-ylmethyl)-1H-pyrazol-3-yl)-5,7-dihydro-6H-pyrrolo[3,4-d]pyrimidin-6-yl)ethyl)acetamide